FC(C(=O)O)(F)F.C1(=CC=CC=C1)C1=CN=C(N1)C1=NC=CC(=C1)C=1C=NC=C(C1)N1CCOCC1 4-(2'-(5-Phenyl-1H-imidazol-2-yl)-3,4'-bipyridin-5-yl)morpholine trifluoroacetate salt